Cl.NCCCCCCCCNC(COC1=C(C(=CC=C1C=1N=C(SC1)N1CCOCC1)F)F)=O N-(8-aminooctyl)-2-(2,3-difluoro-6-(2-morpholinothiazol-4-yl)phenoxy)acetamide hydrochloride